OCCC1=C(N=C2N(C1=O)C=CC=C2)C (2-hydroxyethyl)-2-methyl-4H-pyrido[1,2-a]pyrimidin-4-one